CC1=C(C=CC=C1C)N1CCN(CC1)C(CN1N=C(C2=C1CCC2)C(=O)N2C[C@@H]([C@H](CC2)[NH3+])F)=O [(3S,4S)-1-[1-[2-[4-(2,3-dimethylphenyl)piperazin-1-yl]-2-oxo-ethyl]-5,6-dihydro-4H-cyclopenta[c]pyrazole-3-carbonyl]-3-fluoro-4-piperidyl]ammonium